6-chloro-[2,3'-bipyridine]-5-carboxylic acid ClC1=C(C=CC(=N1)C=1C=NC=CC1)C(=O)O